FC1=CC2=C(N(C(=N2)N2C[C@H]([C@@H](CC2)F)N)[C@H](C)C2=CC=C(C=C2)OC(F)(F)F)C=C1F (3R,4R)-1-(5,6-difluoro-1-((1R)-1-(4-(trifluoromethoxy)phenyl)ethyl)-1H-benzimidazol-2-yl)-4-fluoro-3-piperidinamine